N-[5-(3-cyclopropylphenyl)pyridin-2-yl]-2-hydroxypyrimidine-5-carboxamide C1(CC1)C=1C=C(C=CC1)C=1C=CC(=NC1)NC(=O)C=1C=NC(=NC1)O